C1(=CC=CC2=CC=CC=C12)C(=O)[O-].[Cu+2].C1(=CC=CC2=CC=CC=C12)C(=O)[O-] copper Naphthalate